2-(3-Bromo-2-methylphenyl)-6-hydroxybenzo[d]oxazole-5-carboxylic acid methyl ester COC(=O)C=1C(=CC2=C(N=C(O2)C2=C(C(=CC=C2)Br)C)C1)O